(Z)-2-(benzotriazol-1-yl)-3-[(3,4-dimethyl-5-oxo-2H-furan-2-yl)oxy]-N-methyl-prop-2-enamide N1(N=NC2=C1C=CC=C2)\C(\C(=O)NC)=C/OC2OC(C(=C2C)C)=O